COC1=NC(=CC=C1NC1=CC=NC2=CC(=CC=C12)C)N1N=CC=C1 N-(2-methoxy-6-(1H-pyrazol-1-yl)pyridin-3-yl)-7-methyl-quinolin-4-amine